C(C)OC(CSC1=C(C=C(C(=O)OC)C=C1)[N+](=O)[O-])=O methyl 4-((2-ethoxy-2-oxoethyl) thio)-3-nitrobenzoate